3-(β-D-glucopyranosyloxy)-1-methyl-4-[(4-methylsulfanyl-phenyl)-methyl]-5-trifluoromethylpyrazole [C@@H]1([C@H](O)[C@@H](O)[C@H](O)[C@H](O1)CO)OC1=NN(C(=C1CC1=CC=C(C=C1)SC)C(F)(F)F)C